C1(CC1)C(C1CC1)NC(=O)C1=CC(=NN1CCCO)C=1C=C(C=CC1)C=1OC(=CN1)C(=O)N[C@@H](C(C)C)C(=O)OCC ethyl (2-(3-(5-((dicyclopropylmethyl)carbamoyl)-1-(3-hydroxypropyl)-1H-pyrazol-3-yl)phenyl)oxazole-5-carbonyl)-L-valinate